3a,12a-dihydroxy-5β-cholan-24-oic acid O[C@H]1C[C@H]2CC[C@H]3[C@@H]4CC[C@H]([C@@H](CCC(=O)O)C)[C@]4([C@H](C[C@@H]3[C@]2(CC1)C)O)C